COC1=CC=C(C=N1)CN1C2CN(CC1C2)C2=CC=C(C=N2)C=2C=1N(C=C(C2)OCC(=O)[O-])N=C2C1C=NN2 2-((4-(6-(6-((6-methoxypyridin-3-yl)methyl)-3,6-diazabicyclo[3.1.1]heptan-3-yl)pyridin-3-yl)-1H-pyrazolo[3',4':3,4]pyrazolo[1,5-a]pyridin-6-yl)oxy)acetate